C(C)ONC(C1=CN=C(C=C1NC1=C(C=C(C=C1)C)N(S(=O)(=O)C)C)NC=1SC=C(N1)C)=O N-Ethoxy-4-((4-methyl-2-(N-methylmethanesulfonamido)phenyl)amino)-6-((4-methylthiazol-2-yl)amino)nicotinAmide